3-Toluamide C1(=CC(=CC=C1)C(=O)N)C